2,2',4,5,6-pentafluoro-4'-methoxy-5'-nitro-[1,1-biphenyl]-3-ol FC1=C(C(=C(C(=C1O)F)F)F)C1=C(C=C(C(=C1)[N+](=O)[O-])OC)F